tert-butyl methyl{2-[4-(4,4,5,5-tetramethyl-1,3,2-dioxaborolan-2-yl)phenyl]ethyl}carbamate CN(C(OC(C)(C)C)=O)CCC1=CC=C(C=C1)B1OC(C(O1)(C)C)(C)C